(2S,4S)-tert-butyl 2-(((tert-butyldimethylsilyl)oxy)methyl)-4-(6-chloro-8-(2-(hydroxymethyl)thieno[3,2-b]pyridin-7-yl)-3,4-dihydroquinolin-1(2H)-yl)-2-methylpyrrolidine-1-carboxylate [Si](C)(C)(C(C)(C)C)OC[C@]1(N(C[C@H](C1)N1CCCC2=CC(=CC(=C12)C1=C2C(=NC=C1)C=C(S2)CO)Cl)C(=O)OC(C)(C)C)C